ClC=1C=NC=C(C=O)C1 5-chloronicotinaldehyde